CC1=NN(C(=C1CN1CCC2=CC(=CC=C12)NC(CC1=CC=C(C=C1)F)=O)C)C1=CC=CC=C1 N-[1-(3,5-Dimethyl-1-phenyl-1H-pyrazol-4-ylmethyl)-2,3-dihydro-1H-indol-5-yl]-2-(4-fluorophenyl)-acetamide